C1(CCCCC1)CC=1C(=C(C(=O)N)C=CC1)O (cyclohexylmethyl)-2-hydroxybenzamide